C(C1=CC=CC=C1)N1CCC1 1-benzyl-azetidine